C(C1=CC=CC=C1)OC1=C2C=C(N(C2=CC(=C1F)F)C)C(=O)N1CCN(CC1)C([C@H](C1CCCCC1)NC([C@H](C)N(C(OC(C)(C)C)=O)C)=O)=O tert-Butyl ((S)-1-(((S)-2-(4-(4-(benzyloxy)-5,6-difluoro-1-methyl-1H-indole-2-carbonyl)piperazin-1-yl)-1-cyclohexyl-2-oxoethyl)amino)-1-oxopropan-2-yl)(methyl)carbamate